C1(CC1)C(=O)NC=1N=C2N(C(=CC=C2)C=2C=C(C=CC2)C2=CC=C(C(=N2)P(O)(O)=O)F)C1 (6-(3-(2-(cyclopropanecarboxamido)imidazo[1,2-a]pyridin-5-yl)phenyl)-3-fluoropyridin-2-yl)phosphonic acid